C(C)OC(C=CNCC)=O 3-(ethylamino)-2-propenoic acid ethyl ester